3-fluoro-N-{[3-(8-{[(3S,4R)-3-fluoro-1-methylpiperidin-4-yl]amino}-3-[(trifluoromethyl)sulfanyl]indolizin-2-yl)-1,2,4-oxadiazol-5-yl]methyl}bicyclo[1.1.1]pentane-1-carboxamide FC12CC(C1)(C2)C(=O)NCC2=NC(=NO2)C=2C=C1C(=CC=CN1C2SC(F)(F)F)N[C@H]2[C@H](CN(CC2)C)F